S1C(=NC2=C1C=CC=C2)NC(=O)C=2C=CC=C1CCN(CC21)C2=CC=C(C(=N2)C(=O)OC(C)(C)C)C=2C(=C(OCC[C@@H]1CC3(CC1)CCN(CC3)CC(=O)O)C=CC2)C (S)-2-(2-(2-(3-(6-(8-(benzo[d]thiazol-2-ylcarbamoyl)-3,4-dihydroisoquinolin-2(1H)-yl)-2-(tert-butoxycarbonyl)pyridin-3-yl)-2-methylphenoxy)ethyl)-8-azaspiro[4.5]decan-8-yl)acetic acid